1-(4-chloro-2-fluoro-3-(3-(pyrrolidin-1-yl)quinoxaline-6-carbonyl)phenyl)-3-(3-fluorophenyl)urea ClC1=C(C(=C(C=C1)NC(=O)NC1=CC(=CC=C1)F)F)C(=O)C=1C=C2N=C(C=NC2=CC1)N1CCCC1